BrC1=CC=CC2=C1N=C1N2CCCC1 6-bromo-benzo[4,5]imidazo[1,2-a]piperidine